O=C1CC=CC2=C1CNC1=C(S2(=O)=O)C=CC(=C1)C(=O)NCC1=CN=C(S1)C(F)(F)F 1-oxo-N-((2-(trifluoromethyl)thiazol-5-yl)methyl)-10,11-dihydrodibenzo[b,f][1,4]thiazepine-8-carboxamide 5,5-dioxide